NCC(=O)O[2H] glycine-d